C(C)(C)(C)OC(=O)NC1(CCCC1)CN1C(=CC2=C1N=C(N=C2)Cl)C(=O)O 7-[[1-(tert-butoxycarbonylamino)cyclopentyl]methyl]-2-chloro-pyrrolo[2,3-d]pyrimidine-6-carboxylic acid